3-(7-((4-(dimethylamino)cyclohexyl)amino)-3-ethylbenzofuran-2-yl)prop-2-yn CN(C1CCC(CC1)NC1=CC=CC=2C(=C(OC21)C#CC)CC)C